Cl.CC1(CCNCC1)C(=O)OCC ethyl 4-methyl-4-piperidinecarboxylate hydrochloride